1-(3,5-dimethylphenyl)-6,7-dihydro-1H-pyrazolo[3'',4'':4',5']pyrimido[1',2':1,2]pyrido[3,4-b]indol-4(12H)-one CC=1C=C(C=C(C1)C)N1N=CC2=C1N=C1N(CCC3=C1NC1=CC=CC=C31)C2=O